C(C1=CC=CC=C1)OC1=C(C(=O)N(C)CC2=CC=C(C(=O)OC)C=C2)C=C(C(=C1)OCC1=CC=CC=C1)C(C)C methyl 4-((2,4-bis(benzyloxy)-5-isopropyl-N-methylbenzamido)methyl)benzoate